N4-phenyl-N2-(piperidin-3-yl)-5-(trifluoromethyl)pyrimidin-2,4-diamine C1(=CC=CC=C1)NC1=NC(=NC=C1C(F)(F)F)NC1CNCCC1